9-(3,5-Dibromophenyl)carbazole BrC=1C=C(C=C(C1)Br)N1C2=CC=CC=C2C=2C=CC=CC12